ClC1=C(C(=CC=C1C#N)Cl)[N+](=O)[O-] 2,6-dichloro-3-cyanonitrobenzene